C(C)N1CCN(CC1)CC1=CC(=C(C=C1)N1N=CC(=C1)C1=NC(=NC=C1C(F)(F)F)NC1CCN(CC1)S(=O)(=O)C)C 4-(1-(4-((4-Ethylpiperazin-1-yl)methyl)-2-methylphenyl)-1H-pyrazol-4-yl)-N-(1-(methylsulfonyl)piperidin-4-yl)-5-(trifluoromethyl)pyrimidin-2-amine